[Na+].C(C=C)(=O)NC(CS(=O)(=O)[O-])(C)C 2-acrylamido-2-methylpropanesulfonic acid, sodium salt